Cl.Cl.FC1=C(CN2CCC(CC2)(O)CC=2N(N=C3C2N=CNC3=O)C)C=CC(=C1)C=1C=NN(C1)C ((1-(2-fluoro-4-(1-methyl-1H-pyrazol-4-yl)benzyl)-4-hydroxypiperidin-4-yl)methyl)-2-methyl-2,6-dihydro-7H-pyrazolo[4,3-d]pyrimidin-7-one dihydrochloride